(2-fluoro-4-methyl-5-(pyrimidin-2-yl)phenyl)-1-(methoxymethyl)-3-methyl-6-azabicyclo[3.1.1]heptane-6-carboxamide FC1=C(C=C(C(=C1)C)C1=NC=CC=N1)C1C2(N(C(CC1C)C2)C(=O)N)COC